NCCNCCC[Si](OCC(CCCC)CC)(OCC(CCCC)CC)OCC(CCCC)CC N-(2-aminoethyl)-3-aminopropyltris(2-ethylhexyloxy)-silane